tert-butyl 2-(2-oxo-4-phenyl-chromen-7-yl)oxy-propanoate O=C1OC2=CC(=CC=C2C(=C1)C1=CC=CC=C1)OC(C(=O)OC(C)(C)C)C